CC1=C(OC2=C1C=C(C=C2)S(N(CCC2=CC=CC=C2)CC2=CC=CC=C2)(=O)=O)C(=O)[O-] 3-Methyl-5-(N-benzyl-N-phenethylsulfamoyl)benzofuran-2-carboxylate